S(CC=1OC=CC1)CC=1OC=CC1 2'-[thiobis(methylene)]bis-furan